Cl.N1CCC(CC1)C(=O)O piperidine-4-carboxylate hydrochloride